3-(2-Fluoro-4-(4,4,5,5-tetramethyl-1,3,2-dioxaborolan-2-yl)phenoxy)-1-methylpyridin-2(1H)-one FC1=C(OC=2C(N(C=CC2)C)=O)C=CC(=C1)B1OC(C(O1)(C)C)(C)C